(7aS)-3-phenyl-1,7a-dihydro-3H,5H-pyrrolo[1,2-c]oxazol-5-one C1(=CC=CC=C1)C1OC[C@H]2N1C(C=C2)=O